COC1=C(C(=CC=C1)OC)N1C(=NC=2C1=NC(=CN2)NS(=O)(=O)C)C2=NC(=CC=C2)OC(F)(F)F N-(1-(2,6-dimethoxyphenyl)-2-(6-(trifluoromethoxy)pyridin-2-yl)-1H-imidazo[4,5-b]pyrazin-6-yl)methanesulfonamide